3,4-dihydro-1H-pyrrolo[2,1-c][1,4]oxazine-8-carboxylic acid [(R)-1-(4-chloro-phenyl)-propyl]-amide ClC1=CC=C(C=C1)[C@@H](CC)NC(=O)C=1C=CN2C1COCC2